C(C)N(S(=O)(=O)NC=1C(=C(C(=O)C2=CNC3=NC=C(C=C32)C=3C=CC(=NC3)N3CCN(CC3)CCCC(=O)OC(C)(C)C)C(=CC1)F)F)C tert-butyl 4-(4-(5-(3-(3-((N-ethyl-N-methylsulfamoyl)amino)-2,6-difluorobenzoyl)-1H-pyrrolo[2,3-b]pyridin-5-yl)pyridin-2-yl)piperazin-1-yl)butanoate